COC(CN1C([C@@H](N=C(C2=C1C=CC(=C2)Cl)C2=CC=CC=C2)C2CC2)=O)=O (S)-2-(7-chloro-3-cyclopropyl-2-oxo-5-phenyl-2,3-dihydro-1H-benzo[e][1,4]diazepin-1-yl)acetic acid methyl ester